C1=CC=NC(=C1)C2=NC(=C(N=N2)C3=CC=C(C=C3)S(=O)(=O)O)C4=CC=C(C=C4)S(=O)(=O)O The molecule is an arenesulfonic acid that is the 4,4'-disulfo derivative of 5,6-diphenyl-3-(pyridin-2-yl)-1,2,4-triazine. It has a role as an iron chelator. It is an arenesulfonic acid, a member of 1,2,4-triazines and a member of pyridines. It is a conjugate acid of a ferrozine(2-).